FC1=CC=C(C=C1)C1=NN2C(COC(C2)C)=C1C1=CC=NC=C1 2-(4-fluorophenyl)-6-methyl-3-(pyridin-4-yl)-6,7-dihydro-4H-pyrazolo[5,1-c][1,4]oxazine